(2S,3S)-N-allyl-1-methyl-5-oxo-2-(pyridin-3-yl)pyrrolidine-3-carboxamide C(C=C)NC(=O)[C@@H]1[C@H](N(C(C1)=O)C)C=1C=NC=CC1